BrC=1C=C(C=CC1F)C(CCCCC(=O)O)(F)F 3-bromo-ε,ε,4-trifluoro-benzenehexanoic acid